(4-((1S,2S)-2-(difluoromethyl)cyclopropyl)-6-(2,4-dimethoxypyrimidin-5-yl)pyridazin-3-yl)methylamine FC([C@@H]1[C@H](C1)C1=C(N=NC(=C1)C=1C(=NC(=NC1)OC)OC)CN)F